(R)-2-methyl-3-(1-((4-methyl-7-(3'-methyl-[1,3'-biazetidin]-1'-yl)pyrido[3,4-d]pyridazin-1-yl)amino)ethyl)benzonitrile CC1=C(C#N)C=CC=C1[C@@H](C)NC1=C2C(=C(N=N1)C)C=NC(=C2)N2CC(C2)(N2CCC2)C